(1S,2S)-2-((6-(4-(((4-ethoxypyrimidin-2-yl)amino)methyl)-3-methylisoxazol-5-yl)-2-methylpyridin-3-yl)carbamoyl)cyclohexane-1-carboxylic acid C(C)OC1=NC(=NC=C1)NCC=1C(=NOC1C1=CC=C(C(=N1)C)NC(=O)[C@@H]1[C@H](CCCC1)C(=O)O)C